tert-butyl N-[3-[[3-[N'-(2-ethyl-4-hydroxy-phenyl)carbamimidoyl]-6-(6-methoxy-4-methyl-3-pyridyl)pyrrolo[1,2-b]pyridazin-4-yl]amino]cycloheptyl]carbamate C(C)C1=C(C=CC(=C1)O)N=C(N)C1=C(C=2N(N=C1)C=C(C2)C=2C=NC(=CC2C)OC)NC2CC(CCCC2)NC(OC(C)(C)C)=O